1-{[4-hydroxy-6-(methoxymethyl)pyrimidin-2-yl]thio}-3,3-dimethylbutan-2-one OC1=NC(=NC(=C1)COC)SCC(C(C)(C)C)=O